BrC1=CC(=C(S1)C(=O)Cl)C 5-bromo-3-methylthiophene-2-carbonyl chloride